BrC=1C=C(C=CC1)C1=C(C=C(C=C1)F)C1=NN=CN1C 3-(3'-bromo-4-fluoro-[1,1'-biphenyl]-2-yl)-4-methyl-4H-1,2,4-triazole